(2S,3R)-3-Amino-4-(1H-pyrazol-1-yl)butane-1,2-diol hydrochloride Cl.N[C@@H]([C@@H](CO)O)CN1N=CC=C1